FC=1C=C(C=CC1F)C=1C=C2C(=NC1)C=NN2CC(CC)=O 1-(6-(3,4-difluorophenyl)-1H-pyrazolo[4,3-b]pyridin-1-yl)butan-2-one